(S)-(4-(7-fluorobenzo[d]oxazol-2-yl)-6,7-dihydro-1H-imidazo[4,5-c]pyridin-5(4H)-yl)(5-(3-fluoropyridin-2-yl)-1,3,4-oxadiazol-2-yl)methanone FC1=CC=CC=2N=C(OC21)[C@H]2N(CCC1=C2N=CN1)C(=O)C=1OC(=NN1)C1=NC=CC=C1F